methyl 3-(3-(1-bromo-8-((2-methoxy-2-oxoethyl)sulfonyl)-3,7,7-trimethyl-2-oxooctan-3-yl)phenyl)propanoate BrCC(C(CCCC(CS(=O)(=O)CC(=O)OC)(C)C)(C)C=1C=C(C=CC1)CCC(=O)OC)=O